FC1=C(C=C(C=C1C[C@@H]1N(C2CC([C@@H]1NS(=O)(=O)C)(C2)F)C([C@](C)([2H])O)=O)F)C2=CC=CC=C2 N-{(3S,4R)-3-[(2,5-difluoro[biphenyl]-3-yl)methyl]-5-fluoro-2-[(2R)-2-hydroxy(2-2H)propanoyl]-2-azabicyclo[3.1.1]heptan-4-yl}methanesulfonamide